(1R,2S)-N-(7-chloro-6-(1-(oxetan-3-yl)piperidin-4-yl)isoquinolin-3-yl)-2-methylcyclopropane-1-carboxamide ClC1=C(C=C2C=C(N=CC2=C1)NC(=O)[C@H]1[C@H](C1)C)C1CCN(CC1)C1COC1